N-(5-(dimethylamino)pentyl)-6-[131I]iodopyridazine-3-carboxamide CN(CCCCCNC(=O)C=1N=NC(=CC1)[131I])C